NC1=NC=CC=C1C1=NC=2C(=NC(=CC2)C=2N=NN(C2)CF)N1C1=CC=C(CN2CCC(CC2)NC2=NC(=NC=C2)C#N)C=C1 4-((1-(4-(2-(2-aminopyridin-3-yl)-5-(1-(fluoromethyl)-1H-1,2,3-triazol-4-yl)-3H-imidazo[4,5-b]pyridin-3-yl)benzyl)piperidin-4-yl)amino)pyrimidine-2-carbonitrile